5-Chloro-N-(2-(1-cyclopropyl-2-hydroxy-2-methylpropyl)-3-oxoisoindolin-4-yl)-2,3-dihydrofuro[2,3-b]pyridine-4-carboxamide ClC1=C(C2=C(N=C1)OCC2)C(=O)NC2=C1C(N(CC1=CC=C2)C(C(C)(C)O)C2CC2)=O